BrCC\C=C/CCCCCCCC(OCCCCCCCCC)OCCCCCCCCC (3Z)-1-bromo-12,12-dinonyloxy-3-dodecene